(E)-6-(6-(difluoromethoxy)pyridin-3-yl)-N'-((4-(1-hydroxyethyl)pyridin-2-yl)methylene)pyrazine-2-carbohydrazide FC(OC1=CC=C(C=N1)C1=CN=CC(=N1)C(=O)N/N=C/C1=NC=CC(=C1)C(C)O)F